BrC(=CF)C(F)(F)F 2-bromo-1,3,3,3-tetrafluoropropan-1-ene